BrC1=C2C=C(NC2=CC=C1)C=O 4-bromo-1H-indole-2-carbaldehyde